3,5-dibromo-4-chlorophenol BrC=1C=C(C=C(C1Cl)Br)O